N1C(CCCC1)CCCCO 4-(piperidin-2-yl)butan-1-ol